7-(((((S)-1-(neopentyloxy)-1-oxopropan-2-yl)amino)(phenoxy)phosphoryl)methyl)-2-naphthoic acid C(C(C)(C)C)OC([C@H](C)NP(=O)(OC1=CC=CC=C1)CC1=CC=C2C=CC(=CC2=C1)C(=O)O)=O